2-phenyl-9-(3-(2-phenyl-1,10-phenanthroline-9-yl)phenyl)-1,10-phenanthroline C1(=CC=CC=C1)C1=NC2=C3N=C(C=CC3=CC=C2C=C1)C1=CC(=CC=C1)C=1C=CC2=CC=C3C=CC(=NC3=C2N1)C1=CC=CC=C1